ClC1=CC=C2C(=N1)N(N=N2)C2=CC(=C(C(=O)Cl)C=C2)F 4-(5-chloro-3H-[1,2,3]triazolo[4,5-b]pyridin-3-yl)-2-fluorobenzoyl chloride